C1(=CC(=CC=C1)C[C@H]1[C@H](CCC2=CC=C(C(N12)=O)OC)NS(=O)(=O)C)C1=CC=CC=C1 |r| rac-N-{(3S,4S)-4-[([1,1'-biphenyl]-3-yl)methyl]-7-methoxy-6-oxo-1,3,4,6-tetrahydro-2H-quinolizin-3-yl}methanesulfonamide